S1C2=C(C=C1C(C(=C)C1=CC(=C(C=C1)Cl)Cl)=O)C=CC=C2 1-(benzo[b]thiophen-2-yl)-2-(3,4-dichlorophenyl)prop-2-en-1-one